1-(5,6,7,8-tetrahydro-3,5,5,6,8,8-hexamethyl-2-naphthyl)ethanone tert-butyl-(R,E)-2-(2-(N-(tert-butyldiphenylsilyl)sulfamoyl)vinyl)-2-methylpyrrolidine-1-carboxylate C(C)(C)(C)OC(=O)N1[C@@](CCC1)(C)\C=C\S(N[Si](C1=CC=CC=C1)(C1=CC=CC=C1)C(C)(C)C)(=O)=O.CC=1C(=CC=2C(CC(C(C2C1)(C)C)C)(C)C)C(C)=O